C(C)(C)(C)OC(=O)N1C[C@@H](CC1)[C@H](C(=O)O)CC1=CC(=CC=C1)B1OC(C(O1)(C)C)(C)C (2R)-2-[(3S)-1-tert-Butoxycarbonylpyrrolidin-3-yl]-3-[3-(4,4,5,5-tetramethyl-1,3,2-dioxaborolan-2-yl)phenyl]propanoic acid